COC=1C=C2[C@]3(C(NC2=CC1)=O)[C@@H](C3)C3=CC=C1C(=NNC1=C3)NC3=NC=NC(=C3)N3CC(C3)OC (1R,2S)-5'-methoxy-2-(3-[[6-(3-methoxyazetidin-1-yl)pyrimidin-4-yl]amino]-1H-indazol-6-yl)-1'H-spiro[cyclopropan-1,3'-indol]-2'-one